CN(C=1C=C(CN(C2=NC=C(C=C2)COCCOCCOCC2=CC(=CC=C2)OC)CC2=CC(=CC=C2)OC)C=CC1)C N-(3-(dimethylamino)benzyl)-N-(3-methoxybenzyl)-5-((2-(2-((3-methoxybenzyl)oxy)ethoxy)ethoxy)methyl)pyridin-2-amine